3-(benzo[d][1,3]dioxol-5-yl)-2-methylpropanaldehyde O1COC2=C1C=CC(=C2)CC(C=O)C